(S)-1-(2-(1-(cyclobutylmethyl)-2-oxo-1,2-dihydro-quinolin-6-yl)thiazol-4-yl)-3-(piperidin-3-yl)urea C1(CCC1)CN1C(C=CC2=CC(=CC=C12)C=1SC=C(N1)NC(=O)N[C@@H]1CNCCC1)=O